N,N-di(cis-4-sec-butylcyclohexyl)-5-(cis-4-sec-butylcyclohexylcarbonylamino)isophthalamide C(C)(CC)[C@H]1CC[C@H](CC1)N(C(C1=CC(C(=O)N)=CC(=C1)NC(=O)[C@@H]1CC[C@@H](CC1)C(C)CC)=O)[C@@H]1CC[C@@H](CC1)C(C)CC